N-(3-propanoyl)phenyl-N'-(3-(1-pentyl-piperidin-4-yl)pyrrolo[3,2-b]pyridin-5-yl)urea 2-methylbenzoate CC1=C(C(=O)O)C=CC=C1.CCC(=O)N(C(=O)NC1=CC=C2C(=N1)C(=CN2)C2CCN(CC2)CCCCC)C2=CC=CC=C2